ClC=1C2=CN(N=C2C(=C(C1)C1=CC=C(C=C1)N1CCOCC1)C(F)F)[C@@H](C(=O)OCC)C1=C2N(C=N1)C[C@@H](C2)F |&1:25| rac-Ethyl 2-(4-chloro-7-(difluoromethyl)-6-(4-morpholinophenyl)-2H-indazol-2-yl)-2-((R)-6-fluoro-6,7-dihydro-5H-pyrrolo[1,2-c]imidazol-1-yl)acetate